4-methyl-5-(morpholin-2-ylmethyl)picolinonitrile 2,2,2-trifluoroacetate FC(C(=O)O)(F)F.CC1=CC(=NC=C1CC1CNCCO1)C#N